Selenolinepropionic acid [Se]1C(=CCC1)CCC(=O)O